C1=CSCS1 3,5-dithiol